METHACRYLOXYPROPYL-TRIETHOXYSILANE C(C(=C)C)(=O)OCCC[Si](OCC)(OCC)OCC